CN1CCN(CC1)CCCC(=O)OCCC propyl 4-(4-methylpiperazin-1-yl)butanoate